(2-Ethoxyphenyl)hydrazine C(C)OC1=C(C=CC=C1)NN